C1(=CC=CC2=CC3=CC=CC=C3C=C12)C(=O)O anthric acid